monononyl ether methacrylate C(C(=C)C)(=O)O.C(CCCCCCCC)OCCCCCCCCC